O1CCN(C2=C1C=CC=C2)CC(=O)NC2=CCN(C=C2)C(C#C)(C)C 4-[[2-(2,3-Dihydro-1,4-benzoxazin-4-yl)acetyl]amino]-N-(1,1-dimethylprop-2-ynyl)pyridin